3-(5-bromopyrimidin-2-yl)-3-hydroxybutyronitrile BrC=1C=NC(=NC1)C(CC#N)(C)O